C(\C=C/CCCCCC)OC(CCCCCCCC(CCCCCCCC(=O)OC\C=C/CCCCCC)COC(=O)C1CCN(CC1)C)=O 9-{[(1-methylpiperidine-4-carbonyl)oxy]methyl}heptadecanedioic acid bis[(Z)-2-nonen-1-yl] ester